The molecule is a member of the class of choloyl-CoAs that results from the formal condensation of the thiol group of coenzyme A with the carboxy group of ursodeoxycholic acid. It derives from an ursodeoxycholic acid. It is a conjugate acid of an ursodeoxycholoyl-CoA(4-). C[C@H](CCC(=O)SCCNC(=O)CCNC(=O)[C@@H](C(C)(C)COP(=O)(O)OP(=O)(O)OC[C@@H]1[C@H]([C@H]([C@@H](O1)N2C=NC3=C(N=CN=C32)N)O)OP(=O)(O)O)O)[C@H]4CC[C@@H]5[C@@]4(CC[C@H]6[C@H]5[C@H](C[C@H]7[C@@]6(CC[C@H](C7)O)C)O)C